N(=[N+]=[N-])CCOCCOCCOC1[C@H]([C@H]([C@@H]([C@H](O1)CO[Si](C)(C)C(C)(C)C)OCC1=CC=CC=C1)OCC1=CC=CC=C1)OCC1=CC=CC=C1 (((2R,3R,4S,5S)-6-(2-(2-(2-azidoethoxy)ethoxy)ethoxy)-3,4,5-tris(benzyloxy)tetrahydro-2H-pyran-2-yl)methoxy)(tert-butyl)dimethylsilane